[N+](=O)([O-])N([N+](=O)[O-])[N+](=O)[O-] trinitro-amine